(trans-4-((4-(((5-(2-(ethyl (isopropyl) carbamoyl)-4-fluorophenoxy) pyrimidine-4-yl)amino)methyl)piperidin-1-yl)methyl)cyclohexyl)carbamate C(C)N(C(=O)C1=C(OC=2C(=NC=NC2)NCC2CCN(CC2)C[C@@H]2CC[C@H](CC2)NC([O-])=O)C=CC(=C1)F)C(C)C